OC1=CC=C(CNC(OC(C)(C)C)=O)C=C1 tert-butyl (4-hydroxybenzyl)-carbamate